NC1=NC=NN2C1=CC=C2[C@]2([C@@H]([C@@H]([C@H](O2)COP(=O)(OC2=CC=CC=C2)N[C@H](C(=O)[O-])C)O)O)C#N (S)-2-[[[(2R,3S,4R,5R)-5-(4-aminopyrrolo[2,1-f][1,2,4]triazin-7-yl)-5-cyano-3,4-dihydroxyoxolan-2-yl]methoxy-phenoxyphosphoryl]amino]propanoate